BrCCC(=O)[C@@H](O)[C@@H](O)[C@H](O)[C@H](O)CO bromoethyl-mannose